N-(5-chloro-6-((S)-2,2-difluoro-1-hydroxyethyl)pyridin-3-yl)-2'-fluoro-6',7'-dihydrospiro[cyclobutane-1,8'-cyclopenta[e]pyrazolo[1,5-a]pyrimidine]-6'-carboxamide ClC=1C=C(C=NC1[C@@H](C(F)F)O)NC(=O)C1CC2(C3=C1C=NC=1N3N=C(C1)F)CCC2